3-(aminomethyl)cyclobutane-1-ol NCC1CC(C1)O